ethyl (S)-3-amino-3-(5,6-dimethoxybiphenyl-3-yl)propanoate N[C@@H](CC(=O)OCC)C=1C=C(C(=C(C1)OC)OC)C1=CC=CC=C1